tert-butyl N-[3-(5-bromo-[1,2,4]triazolo[4,3-a]pyridin-3-yl)propyl]carbamate BrC1=CC=CC=2N1C(=NN2)CCCNC(OC(C)(C)C)=O